C(C#C)OCCCCCO 5-(prop-2-yn-1-yloxy)pentan-1-ol